2-methacrylamidoethyl 4-((4-amino-2-(isothiazol-5-yl)-1H-imidazo[4,5-c]quinolin-1-yl)methyl)benzylcarbamate NC1=NC=2C=CC=CC2C2=C1N=C(N2CC2=CC=C(CNC(OCCNC(C(=C)C)=O)=O)C=C2)C2=CC=NS2